CN(CCCCCCN(C)C)C tetramethyl-1,6-hexylenediamine